ClC1=CC(=C2C=NN(C2=C1)C1OCCCC1)C#C[Si](C)(C)C 2-(6-chloro-1-tetrahydropyran-2-yl-indazol-4-yl)ethynyl-trimethyl-silane